spiro[isobenzofuran-1,9'-xanthene]-6-carboxylate C1=CC=CC=2OC3=CC=CC=C3C3(C12)OCC1=CC=C(C=C13)C(=O)[O-]